C(C)(C)(C)OC(=O)N1C[C@H](CC1)[C@@H](C(=O)OC(C)(C)C)CC1=CC(=C(C=C1)OC)CBr (R)-3-((S)-3-(3-(bromomethyl)-4-methoxyphenyl)-1-(tert-butyloxy)-1-oxopropan-2-yl)pyrrolidine-1-carboxylic acid tert-butyl ester